3-amino-3-(3-(2-methylbenzyl)phenyl)propionic acid NC(CC(=O)O)C1=CC(=CC=C1)CC1=C(C=CC=C1)C